C(#N)C=1N=C(C2=C(N1)N(C=C2)[C@H]2[C@@H]([C@@H]([C@H](O2)COCP(O)(O)=O)O)O)N[C@@H](C)C2=CC(=CC=C2)F [(2R,3S,4R,5R)-5-[2-cyano-4-[[(1S)-1-(3-fluorophenyl)ethyl]-amino]pyrrolo[2,3-d]-pyrimidin-7-yl]-3,4-dihydroxy-tetrahydro-furan-2-yl]methoxy-methylphosphonic acid